(S)-N-(2-fluoro-3-methylphenyl)-N-methyl-2-(6-methyl-4-(trifluoromethyl)pyridin-2-yl)isothiazolidine-3-carboxamide 1,1-dioxide FC1=C(C=CC=C1C)N(C(=O)[C@H]1N(S(CC1)(=O)=O)C1=NC(=CC(=C1)C(F)(F)F)C)C